Methyl 2-(3-fluorophenyl)-5-[1-(phenylsulfonyl)-1H-pyrrolo[2,3-b]pyridin-4-yl]-1H-pyrrole-3-carboxylate FC=1C=C(C=CC1)C=1NC(=CC1C(=O)OC)C1=C2C(=NC=C1)N(C=C2)S(=O)(=O)C2=CC=CC=C2